3,5-di-n-heptylcyclohexylium C(CCCCCC)C1C[CH+]CC(C1)CCCCCCC